C1(CC1)C#CC1=CN=C(S1)C=1N=C(NC(C1)=O)C=1C=C(CC(C(=O)N)(C)C)C=CC1C(F)(F)F (3-{4-[5-(cyclopropylethynyl)thiazol-2-yl]-6-oxo-1,6-dihydropyrimidin-2-yl}-4-(trifluoromethyl)benzyl)isobutyramide